FC1=C(OCCCCCCC2=CC=C(C=C2)NC(=O)N2CCN(CC2)C(=O)OC(C)(C)C)C=CC=C1 tert-butyl 4-((4-(6-(2-fluorophenoxy)hexyl)phenyl)carbamoyl)piperazine-1-carboxylate